(2-thienyl)-2-hydroxypyrene S1C(=CC=C1)C1=C(C=C2C=CC3=CC=CC4=CC=C1C2=C34)O